2-(3,5-dimethoxyphenyl)-4-(acetoxy)-5-amino-3(2H)-furanone COC=1C=C(C=C(C1)OC)C1OC(=C(C1=O)OC(C)=O)N